propanediol dimethacrylate C(C(=C)C)(=O)OC(CC)OC(C(=C)C)=O